8-aza-2-aminopurine NC1=NC=C2NN=NC2=N1